ClC=1C=C(C=C(C1)Cl)C1=CC(=CC(=N1)OC=1C=NC(=NC1)N1CCN(CCC1)C(=O)OC(C)(C)C)COS(=O)(=O)C tert-butyl 4-(5-((6-(3,5-dichlorophenyl)-4-(((methylsulfonyl) oxy) methyl) pyridin-2-yl) oxy) pyrimidin-2-yl)-1,4-diazacycloheptane-1-carboxylate